The molecule is a trimethoxyflavone that is myricetin in which the hydroxy groups at position 3, 4' and 5' have been replaced by methoxy groups. It has been isolated from Combretum quadrangulare. It has a role as a plant metabolite. It is a trimethoxyflavone and a dihydroxyflavone. It derives from a myricetin. COC1=CC(=CC(=C1OC)O)C2=C(C(=O)C3=C(C=C(C=C3O2)O)O)OC